Racemic-2-[(2R,5S)-2-(2-amino-1,3-benzothiazol-5-yl)-5-methyl-1-piperidyl]-N-(6-amino-5-ethyl-3-pyridyl)-2-oxo-acetamide NC=1SC2=C(N1)C=C(C=C2)[C@@H]2N(C[C@H](CC2)C)C(C(=O)NC=2C=NC(=C(C2)CC)N)=O |r|